N-methylpropionamide CNC(CC)=O